ClC1=C(C=CC(=C1)F)CC(C#N)C1CC1 3-(2-chloro-4-fluorophenyl)-2-cyclopropylpropanenitrile